2-(2-((Bis(4-methoxyphenyl)(phenyl)methoxy)methyl)-1H-imidazo[4,5-c]pyridin-1-yl)ethyl (2-cyanoethyl) diisopropylphosphoramidite C(C)(C)N(P(OCCN1C(=NC=2C=NC=CC21)COC(C2=CC=CC=C2)(C2=CC=C(C=C2)OC)C2=CC=C(C=C2)OC)OCCC#N)C(C)C